ammonium cyclohexylpalmitoyl taurate NCCS(=O)(=O)OC(CCCCCCCCCCCCCCCC1CCCCC1)=O.[NH4+]